C(C=C)C(C(=O)O)(C)CC=C Bis-Allyl-Propionic Acid